N(C(=O)C)[C@@H]1CC[C@H](CC1)NC(C1=CC=C(C=C1)C1=NC=CC2=C1C=CO2)=O N-(trans-4-acetaminocyclohexyl)-4-(furo[3,2-c]pyridin-4-yl)benzamide